C(#N)C1=CNC2=C(C=CC(=C12)C)C1=C(C=CC(=C1)S(=O)(=O)N1CC(CC1)N(C)C)S(=O)(=O)N 2-(3-cyano-4-methyl-1H-indol-7-yl)-4-((3-(dimethylamino)pyrrolidine-1-yl)sulfonyl)benzenesulfonamide